3a-hydroxy-7b-benzamido-5b-cholanoate O[C@H]1C[C@H]2C[C@@H]([C@H]3[C@@H]4CC[C@H]([C@@H](CCC(=O)[O-])C)[C@]4(CC[C@@H]3[C@]2(CC1)C)C)NC(C1=CC=CC=C1)=O